CC1=CC(=C(CC(N)C)C=C1OC)OC 4-Methyl-2,5-dimethoxyamphetamine